6-hydroxy-2-carboxynaphthalene tert-butyl-1-(1-(6-chloro-4-methylpyridin-3-yl)cyclopropyl)-1H-1,2,3-triazole-4-carboxylate C(C)(C)(C)OC(=O)C=1N=NN(C1)C1(CC1)C=1C=NC(=CC1C)Cl.OC=1C=C2C=CC(=CC2=CC1)C(=O)O